benzoxazol-5-carbonitril O1C=NC2=C1C=CC(=C2)C#N